C12N(CC(NC1)CC2)CC2=C1CN(C(C1=CC=C2)=O)C2CNCCC2 3-(4-((2,5-diazabicyclo[2.2.2]octan-2-yl)methyl)-1-oxoisoindoline-2-yl)piperidine